5-(2-((tert-Butyldimethylsilanyloxy)ethyl)-8-(2,4-dimethoxybenzyl)-7-oxo-5,6,7,8-tetrahydronaphthyridin-4-yl)benzoic acid methyl ester COC(C1=CC=CC(=C1)C1=CC(=NC=2N(C(CCC12)=O)CC1=C(C=C(C=C1)OC)OC)CCO[Si](C)(C)C(C)(C)C)=O